5-chloro-4-(2-chloroethoxy)-3-cyano-cyclohexa-1,5-diene-1-carboxylic acid ClC=1C(C(C=C(C1)C(=O)O)C#N)OCCCl